5-Fluoro-N4-(3-[(1,1-dimethylethyl)sulfonamido]phenyl)-N2-[4-(4-methylpiperazin-1-yl)phenyl]pyrimidine-2,4-diamine FC=1C(=NC(=NC1)NC1=CC=C(C=C1)N1CCN(CC1)C)NC1=CC(=CC=C1)NS(=O)(=O)C(C)(C)C